N1(CCC1)C([C@H](CC(=O)O)NC)=O (3S)-4-(Azetidin-1-yl)-3-(methylamino)-4-oxo-butanoic acid